ClC1=CC=C(C=C1)C=1C=2C(=C(SC2N2C(=NN=C2[C@@H](N1)CC(=O)NCCCCC=1C=C(C=CC1)CC(=O)OC)C)C)C methyl 2-[3-(4-[2-[(9S)-7-(4-chlorophenyl)-4,5,13-trimethyl-3-thia-1,8,11,12-tetraazatricyclo[8.3.0.02,6]trideca-2(6),4,7,10,12-pentaen-9-yl]acetamido]butyl)phenyl]acetate